C1(=CC=CC=2C3=CC=CC=C3C=CC12)C1=C2C(=C(C(=C(C2=C(C=2C(=C(C(=C(C12)[2H])[2H])[2H])[2H])[2H])[2H])[2H])[2H])C1=C(C=CC=C1)C1=CC=CC2=CC=CC=C12 phenanthrenyl(naphthylphenyl)anthracene-d8